N1=CN=C(C=C1)CN1[C@@H](CCC1)C(=O)N[C@H](C(=O)O)CCCCCCCC1=NC=2NCCCC2C=C1 (S)-2-((S)-1-(pyrimidin-4-ylmethyl)pyrrolidine-2-carboxamido)-9-(5,6,7,8-tetrahydro-1,8-naphthyridin-2-yl)nonanoic acid